6-((3-amino-5-chloro-2-fluorophenyl)amino)-5-chloro-3-methylquinazolin-4(3H)-one NC=1C(=C(C=C(C1)Cl)NC=1C(=C2C(N(C=NC2=CC1)C)=O)Cl)F